(S)-1-(1-(5-(trifluoromethyl)pyridin-2-yl)-1H-1,2,4-triazol-5-yl)ethan-1-amine 2,2,2-trifluoroacetate FC(C(=O)O)(F)F.FC(C=1C=CC(=NC1)N1N=CN=C1[C@H](C)N)(F)F